BrC=1SC=C2C1OCCO2 bromo-3,4-ethylenedioxythiophene